C(=O)(O)C=1C=C(C=C(C(=O)[O-])C#N)C=CC1C(=O)O 3,4-dicarboxy-α-cyanocinnamate